C1(CCC1)CN(C(OCC1=C(N=NN1C)C1=NC(=C(C=C1)O[C@@H]1C[C@H](CCC1)C(NS(=O)(=O)C)=O)C)=O)C (1-methyl-4-(6-methyl-5-(((1S,3S)-3-((methylsulfonyl)carbamoyl)cyclohexyl)oxy)pyridin-2-yl)-1H-1,2,3-triazol-5-yl)methyl (cyclobutylmethyl)(methyl)carbamate